(2S,4R)-N-((R)-3-([1,1'-biphenyl]-4-yl)-1-amino-1-oxopropan-2-yl)-1-((S)-2-(4-cyclopropyl-1H-1,2,3-triazol-1-yl)propanoyl)-4-hydroxypyrrolidine-2-carboxamide C1(=CC=C(C=C1)C[C@H](C(=O)N)NC(=O)[C@H]1N(C[C@@H](C1)O)C([C@H](C)N1N=NC(=C1)C1CC1)=O)C1=CC=CC=C1